ClC=1N=C(C2=C(N1)N(C=C2)C)NC2=CC=CC=C2 2-chloro-7-methyl-N-phenyl-7H-pyrrolo[2,3-d]pyrimidin-4-amine